4-(6-amino-3-pyridinyl)-3-oxo-piperazine-1-carboxylic acid tert-butyl ester C(C)(C)(C)OC(=O)N1CC(N(CC1)C=1C=NC(=CC1)N)=O